ClC1=C(C=C(C=C1)N1CC2(C3=NC=CC=C31)CC(C2)CO)F (1'-(4-chloro-3-fluorophenyl)-1',2'-dihydrospiro[cyclobutane-1,3'-pyrrolo[3,2-b]pyridin]-3-yl)methanol